bis(3,5-di-tert-butyl-4-hydroxybenzylphosphonate) nickel [Ni+4].C(C)(C)(C)C=1C=C(CP([O-])([O-])=O)C=C(C1O)C(C)(C)C.C(C)(C)(C)C=1C=C(CP([O-])([O-])=O)C=C(C1O)C(C)(C)C